C(C1=CC=CC=C1)C1N(C(OC1)=O)C([C@H](C)C1CCC(CC1)C1=CC(=NC=C1)C)=O 4-benzyl-3-((R)-2-((1s,4S)-4-(2-methylpyridin-4-yl)cyclohexyl)propionyl)oxazolidin-2-one